molybdenum-nickel oxyhydroxide O(O)O.[Ni].[Mo]